COC1=C(C=CC=C1)C1=CC=C(N=N1)N1CC(CCC1)NCCCCC 1-(6-(2-methoxyphenyl)pyridazin-3-yl)-N-pentylpiperidin-3-amine